[Cl-].[Cl-].CC1=C(C(=C(C1[Hf-2](C1C=CC2=C(C=CC=C12)Br)(=[SiH2])=[SiH2])C)C)C Tetramethyldisilylenecyclopentadienyl-(4-bromo-indenyl)hafnium (IV) dichloride